2-(4-methoxyphenoxy)-N-phenyl-N-tetrahydrofuran-3-yl-acetamide COC1=CC=C(OCC(=O)N(C2COCC2)C2=CC=CC=C2)C=C1